(M)-perfluorophenyl 1-(4-bromo-2-methoxy-5-methylphenyl)-2-oxo-1,2-dihydroquinoline-6-sulfonate BrC1=CC(=C(C=C1C)N1C(C=CC2=CC(=CC=C12)S(=O)(=O)OC1=C(C(=C(C(=C1F)F)F)F)F)=O)OC